4-[1-(2-methyl-2,3-dihydro-1-benzofuran-7-yl)vinyl]-1H-imidazole CC1OC2=C(C1)C=CC=C2C(=C)C=2N=CNC2